BrC=1C=C2C3(C(N(C2=CC1)C1OCCCC1)=O)CC3 5'-bromo-1'-(oxan-2-yl)spiro[cyclopropane-1,3'-indol]-2'-one